7,8-dichloro-N-(2,2-difluorobenzo[d][1,3]dioxol-5-yl)quinolin-2-amine ClC1=CC=C2C=CC(=NC2=C1Cl)NC1=CC2=C(OC(O2)(F)F)C=C1